N-((S)-1-(2-((1R,2R)-1-amino-2-(((S)-1,1,1-trifluoropropan-2-yl)oxy)propyl)-1H-benzo[d]imidazol-5-yl)-2-cyclopropoxyethyl)-2-(3,3-difluorocyclobutyl)acetamide N[C@@H]([C@@H](C)O[C@H](C(F)(F)F)C)C1=NC2=C(N1)C=CC(=C2)[C@@H](COC2CC2)NC(CC2CC(C2)(F)F)=O